methyl 3-[[5-[2-(2-bromoethoxy)phenyl]-2,4-difluoro-phenyl]sulfamoyl]-5-chloro-4-methoxy-benzoate BrCCOC1=C(C=CC=C1)C=1C(=CC(=C(C1)NS(=O)(=O)C=1C=C(C(=O)OC)C=C(C1OC)Cl)F)F